N-(trans-4-(2-((R)-4-(2,3-dichloro-4-fluorophenyl)-3-methylpiperazin-1-yl)ethyl)cyclohexyl)-2-hydroxy-2-methylpropanamide ClC1=C(C=CC(=C1Cl)F)N1[C@@H](CN(CC1)CC[C@@H]1CC[C@H](CC1)NC(C(C)(C)O)=O)C